BrC1(C=NN=C1)Br 4-bromo-4-bromopyrazole